CN1CCN(CC1)C(=O)O[C@@H]1CC[C@H](CC1)C(N(C1=NC=CC(=C1)C=1N=C(OC1)C1CC1)C[C@@H]1CC[C@H](CC1)C=1C=NC(=C(C1)Cl)OC)=O trans-4-((((trans)-4-(5-Chloro-6-methoxypyridin-3-yl)cyclohexyl)methyl)(4-(2-cyclopropyloxazol-4-yl)pyridin-2-yl)carbamoyl)cyclohexyl 4-methylpiperazine-1-carboxylate